CN1C(N(C2=NC(=NC=C12)NC=1C(=CC=2N(C1)N=CN2)C)[C@@H]2CCOC1(CC1)C2)=O |r| (±)-7-methyl-2-((7-methyl-[1,2,4]triazolo[1,5-a]pyridin-6-yl)amino)-9-(4-oxaspiro[2.5]oct-7-yl)-7,9-dihydro-8H-purin-8-one